dioctyltin dihydride C(CCCCCCC)[SnH2]CCCCCCCC